1,2-di-O-tetradecyl-sn-glycerol C(CCCCCCCCCCCCC)OC[C@@H](OCCCCCCCCCCCCCC)CO